((2S,4S)-4-(5-borono-2-fluorobenzamido)-1-(5-borono-2-fluorobenzoyl)pyrrolidine-2-carbonyl)glycine B(O)(O)C=1C=CC(=C(C(=O)N[C@H]2C[C@H](N(C2)C(C2=C(C=CC(=C2)B(O)O)F)=O)C(=O)NCC(=O)O)C1)F